C(C)(C)(C)C=1C=C(C(=O)N=C2NCCN2)C=CC1NC1=C(C(=CC=C1)C(=O)N1CCOCC1)C1CC1 3-tert-butyl-4-{[2-cyclopropyl-3-(morpholine-4-carbonyl)phenyl]amino}-N-[(2E)-imidazolidin-2-ylidene]benzamide